methyl (S)-4-(1-aminoethyl)-2-fluorobenzoate N[C@@H](C)C1=CC(=C(C(=O)OC)C=C1)F